3-(6-chloropyridin-3-yl)-1-methyl-1,3-dihydro-2H-imidazo[4,5-b]pyridin-2-one ClC1=CC=C(C=N1)N1C(N(C=2C1=NC=CC2)C)=O